C1(CC1)C1=NC=2N(C=C1OC)N=CC2C2=CN=CC(=N2)N[C@H]2CN(C[C@@H]2F)C(=O)OC(C)(C)C (3S,4S)-tert-butyl 3-((6-(5-cyclopropyl-6-methoxypyrazolo[1,5-a]pyrimidin-3-yl)pyrazin-2-yl)amino)-4-fluoropyrrolidine-1-carboxylate